ClC1=C(C=CC=C1C1=C(C(=NC=C1)C=1C=NC(=C(C1)OC)CN[C@@H]1C(OCC1)=O)Cl)C1=CC=C(C(=N1)OC)CNC[C@@H]1CCC(N1)=O (S)-5-((((6-(2-Chloro-3-(3-chloro-5'-methoxy-6'-((((S)-2-oxotetrahydrofuran-3-yl)amino)methyl)-[2,3'-bipyridin]-4-yl)phenyl)-2-methoxypyridin-3-yl)methyl)-amino)methyl)pyrrolidin-2-one